2-chloro-4-(2,4-difluoro-phenyl)-7-methylpyrido[2,3-d]pyrimidine ClC=1N=C(C2=C(N1)N=C(C=C2)C)C2=C(C=C(C=C2)F)F